C(CCCCCCCCCCC)C(CO)CCCC 2-dodecylhexanol